N,N-DIMETHYLGLYCINE HYDROCHLORIDE CN(C)CC(=O)O.Cl